ClCC=1C=C2NC(C=3N(C2=C(C1F)F)C=CC3F)=O 7-(chloromethyl)-3,8,9-trifluoropyrrolo[1,2-a]quinoxalin-4(5H)-one